1-(4Z,7Z,10Z,13Z,16Z,19Z-docosahexaenoyl)-2-(7Z,10Z,13Z,16Z-docosatetraenoyl)-glycero-3-phosphoserine CCCCC/C=C\C/C=C\C/C=C\C/C=C\CCCCCC(=O)O[C@H](COC(=O)CC/C=C\C/C=C\C/C=C\C/C=C\C/C=C\C/C=C\CC)COP(=O)(O)OC[C@@H](C(=O)O)N